(2-isopropylphenyl)-1-oxo-1,3-dihydro-spiro[indene-2,4'-piperidine]-1'-carboxylic acid tert-butyl ester C(C)(C)(C)OC(=O)N1C(CC2(CC1)C(C1=CC=CC=C1C2)=O)C2=C(C=CC=C2)C(C)C